ethyl-Malonyl-CoA C(C)C(C(=O)SCCNC(CCNC([C@@H](C(COP(OP(OC[C@@H]1[C@H]([C@H]([C@@H](O1)N1C=NC=2C(N)=NC=NC12)O)OP(=O)(O)O)(=O)O)(=O)O)(C)C)O)=O)=O)C(=O)O